β-aminopropanol NC(CO)C